thiaCyclooctane-2-one S1C(CCCCCC1)=O